[Si](C1=CC=CC=C1)(C1=CC=CC=C1)(C(C)(C)C)OCC(CSC(C)=O)C1=NC=CC=N1 thioacetic acid S-(3-((tert-butyldiphenylsilyl) oxy)-2-(pyrimidin-2-yl) propyl) ester